NCCCN1CCNCC1 4-(3-aminopropyl)piperazin